(S)-(3-(1-amino-1,3-dihydrospiro[inden-2,4'-piperidin]-1'-yl)-6-(3-((2-Aminobenzo[d]oxazol-5-yl)oxy)prop-1-yn-1-yl)pyrazin-2-yl)methanol N[C@@H]1C2=CC=CC=C2CC12CCN(CC2)C=2C(=NC(=CN2)C#CCOC=2C=CC1=C(N=C(O1)N)C2)CO